CC/C=C/C=C\CC/C=C\CCCCCC=O 7Z,11Z,13E-Hexadecatrienal